(S)-5-(2-fluoro-5-methoxyphenyl)-1-(1-(6-ethoxy-5-methoxypyridin-2-yl)-2-(methylsulfonyl)ethyl)-1H-benzo[d]imidazol-2(3H)-one FC1=C(C=C(C=C1)OC)C1=CC2=C(N(C(N2)=O)[C@H](CS(=O)(=O)C)C2=NC(=C(C=C2)OC)OCC)C=C1